dioctyltin dimercaptoacetate SC(C(=O)[O-])S.C(CCCCCCC)[Sn+2]CCCCCCCC.SC(C(=O)[O-])S